(Z)-2-chloro-N-[1-[(6-chloro-3-pyridyl)methyl]-2-pyridylidene]-2,2-di-fluoro-acetamide ClC(C(=O)\N=C\1/N(C=CC=C1)CC=1C=NC(=CC1)Cl)(F)F